OCC(CO)NC(=O)C=1N(N=C2C=CC(=CC12)OCC1=C(C=CC=C1)F)C N-(1,3-dihydroxypropan-2-yl)-5-[(2-fluorophenyl)methoxy]-2-methyl-2H-indazole-3-carboxamide